ethyl 2-(tert-butylamino)-3-(methyl-d3)quinoline-6-carboxylate C(C)(C)(C)NC1=NC2=CC=C(C=C2C=C1C([2H])([2H])[2H])C(=O)OCC